4-((2S)-2-(1-fluoroethyl)-4-(4-(trifluoromethyl)phenyl)pyrrolidin-1-yl)benzoic acid FC(C)[C@H]1N(CC(C1)C1=CC=C(C=C1)C(F)(F)F)C1=CC=C(C(=O)O)C=C1